CN(C(=O)N1[C@H](COC2=C(C1)C=CC(=C2)C(=O)OC)C2=CC=CC=C2)C methyl (S)-4-(dimethylcarbamoyl)-3-phenyl-2,3,4,5-tetrahydrobenzo[f][1,4]oxazepine-8-carboxylate